4-((2,6-difluoro-4-(1H-1,2,3-triazol-1-yl)benzyl)oxy)phenyl sulfurofluoridate S(OC1=CC=C(C=C1)OCC1=C(C=C(C=C1F)N1N=NC=C1)F)(=O)(=O)F